NC1=C(N=CC(=N1)N1CCC2(CC1)CC1=C(N=C(S1)Cl)[C@H]2N)SC2=C(C(=NC=C2)N)Cl (S)-1'-(6-amino-5-((2-amino-3-chloropyridin-4-yl)thio)pyrazin-2-yl)-2-chloro-4,6-dihydrospiro[cyclopenta[d]thiazole-5,4'-piperidin]-4-amine